1,2,5-Pentantriol C(C(CCCO)O)O